tert-butyl 1-(2,6-dioxopiperidin-3-yl)-5-fluoro-2-oxospiro[indoline-3,4'-piperidine]-1'-carboxylate O=C1NC(CCC1N1C(C2(CCN(CC2)C(=O)OC(C)(C)C)C2=CC(=CC=C12)F)=O)=O